(tert-butyldimethylsilyl)-4-cyanobenzenesulfonamide [Si](C)(C)(C(C)(C)C)C1=C(C=CC(=C1)C#N)S(=O)(=O)N